tert-Butyl (2R,5'S)-5,5'-dimethyl-3H-spiro[furo[2,3-c]pyridine-2,3'-pyrrolidine]-1'-carboxylate CC=1C=C2C(=CN1)O[C@]1(CN([C@H](C1)C)C(=O)OC(C)(C)C)C2